4-[(2R)-3-(3,4-dihydro-1H-isoquinolin-2-yl)-2-hydroxy-propyl]-8-[(1-ethyl-4-piperidyl)oxy]-1-methyl-2,3-dihydro-1,4-benzodiazepin-5-one C1N(CCC2=CC=CC=C12)C[C@H](CN1CCN(C2=C(C1=O)C=CC(=C2)OC2CCN(CC2)CC)C)O